ClC1=CC=C(C=C1)C1=N[C@H](C=2N(C3=C1C(=C(S3)C)C)C(=NN2)C)CC(=O)NC2=CC=C(OCCOCCOCCOCCOCCOCCC(=O)O)C=C2 (S)-1-(4-(2-(4-(4-chlorophenyl)-2,3,9-trimethyl-6H-thieno[3,2-f][1,2,4]triazolo[4,3-a][1,4]diazepin-6-yl)acetamido)phenoxy)-3,6,9,12,15-pentaoxaoctadecan-18-oic acid